ClC=1SC2=C(N1)C=CC=C2 2-chlorobenzothiazole